1-(3,5-bis(trifluoromethyl)phenyl)-1-(4-(4,4,5,5-tetramethyl-1,3,2-dioxaborolan-2-yl)phenyl)ethanol FC(C=1C=C(C=C(C1)C(F)(F)F)C(C)(O)C1=CC=C(C=C1)B1OC(C(O1)(C)C)(C)C)(F)F